N(=[N+]=[N-])CCOCCOCCOCCNC(=O)C1=CC=C(\C=N/NC(CCCCC#CC[SH2+])=O)C=C1 (8-(2-((Z)-4-((2-(2-(2-(2-azidoethoxy)ethoxy)ethoxy)ethyl)carbamoyl)benzylidene)hydrazineyl)-8-oxooct-2-yn-1-yl)sulfonium